sodium hydroxide, chloride salt [Cl-].[OH-].[Na+]